3-hydroxy-1-methyl-5-(trifluoromethyl)-3-((trimethylsilyl)ethynyl)pyrrolidin-2-one OC1(C(N(C(C1)C(F)(F)F)C)=O)C#C[Si](C)(C)C